(2S)-2-[[2-[(1,1-dioxo-2H-thiochromen-6-yl)amino]-5-(5-methyl-1H-1,2,4-triazol-3-yl)pyrimidin-4-yl]amino]-2-phenyl-ethanol O=S1(CC=CC2=CC(=CC=C12)NC1=NC=C(C(=N1)N[C@H](CO)C1=CC=CC=C1)C1=NNC(=N1)C)=O